2-amino-4-cyclopropoxy-5-methylthiophene-3-carbonitrile NC=1SC(=C(C1C#N)OC1CC1)C